ClC=1C(=C2C=NNC2=C(C1F)SC)C=1N=CC=2N(C1)C=C(N2)NC(=O)[C@H]2[C@H](C2)F (1S,2S)-N-(6-(5-chloro-6-fluoro-7-(methylthio)-1H-indazol-4-yl)imidazo[1,2-a]pyrazin-2-yl)-2-fluorocyclopropane-1-carboxamide